ethoxycarbonylmethyltriphenylphosphine C(C)OC(=O)CC1=C(C=CC=C1)P(C1=CC=CC=C1)C1=CC=CC=C1